butyl ricinoleate (butyl ricinoleate) C(CCC)C(C(=O)O)CCCCCC\C=C/C[C@H](O)CCCCCC.C(CCCCCCC\C=C/C[C@H](O)CCCCCC)(=O)OCCCC